6-((tert-butoxycarbonyl) amino)-2,2-dimethyl-4-oxo-3,8-dioxa-5,7-diaza-undec-5-en-11-oate C(C)(C)(C)OC(=O)NC(=NC(OC(C)(C)C)=O)NOCCC(=O)[O-]